N-(tert-butoxycarbonyl)-6-azaspiro[2.5]octane-1-carboxylic acid C(C)(C)(C)OC(=O)N1CCC2(CC2C(=O)O)CC1